ClC=1C=C2C(=CC1)NC(C21CCN(CC1)CCOC1=CC2=C(N(C=N2)C(CS(=O)(=O)C)(C)C)C(=C1)C(F)(F)F)=O 5-chloro-1'-{2-[1-(2-mesyl-1,1-dimethylethyl)-7-(trifluoromethyl)-1H-1,3-benzimidazol-5-yloxy]ethyl}spiro[indoline-3,4'-piperidin]-2-one